COCOC=1C=C(C(=O)O)C=CC1NC(C1=C(C=CC=C1)C(F)(F)F)=O 3-(methoxymethoxy)-4-[2-(trifluoromethyl)benzamido]benzoic acid